(2S)-9-(((2-chloro-4-(2-fluoro-6-methoxyphenoxy)phenyl)(hydroxyl))methyl)-2-(methoxymethyl)-2-methyl-1,2,4,7-tetrahydro-3H-pyrrolo[3',2':5,6]pyrido[3,4-b]pyrazin-3-one ClC1=C(C=CC(=C1)OC1=C(C=CC=C1OC)F)OCC1=CNC2=C1C1=C(NC([C@](N1)(C)COC)=O)C=N2